C[Si](N([Si](C)(C)C)CC[Si](OCC)(OCC)C)(C)C N,N-bis(trimethylsilyl)aminoethyl-methyl-diethoxysilane